ClC1=C(C=C(C=2C3=C(N(C12)C)C(CNC(C3)=O)CC(C)(C)O)OCC#N)Cl 2-((7,8-Dichloro-5-(2-hydroxy-2-methylpropyl)-6-methyl-2-oxo-1,2,3,4,5,6-hexahydroazepino[4,5-b]indol-10-yl)oxy)acetonitrile